nickel cobalt molybdenum vanadium [V].[Mo].[Co].[Ni]